4-((N,N-dimethylamino)diethylsilyl)styrene CN(C)[Si](C1=CC=C(C=C)C=C1)(CC)CC